CCCCCCCCCC(CCC(CCCCCCCCCCCCCCCC)O)O nonacosane-10,13-diol